F[C@H]1CN(CC[C@@H]1NC(=O)C1=CC(=CC=2N(C=NC21)CC(F)(F)F)C#CCNC2=C(C=C(C=C2)C(NC)=O)OC)C(=O)OC(C)(C)C tert-butyl (3S,4S)-3-fluoro-4-[[6-[3-[2-methoxy-4-(methylcarbamoyl)anilino]prop-1-ynyl]-1-(2,2,2-trifluoroethyl)benzimidazole-4-carbonyl]amino]piperidine-1-carboxylate